O=C1CN(CCN1C1=CC2=C(NC(O2)=O)C=C1)C(=O)OC(C)(C)C tert-Butyl 3-oxo-4-(2-oxo-3H-1,3-benzoxazol-6-yl)piperazine-1-carboxylate